benzo-[e][1,2]oxazine O1NC=CC2=C1C=CC=C2